6-fluoro-5-(4-((2-methoxy-3-oxo-4H-quinoxalin-6-yl)methyl-d2)piperazin-1-yl)-N-methylpyridine-2-carboxamide FC1=C(C=CC(=N1)C(=O)NC)N1CCN(CC1)C([2H])([2H])C=1C=C2NC(C(=NC2=CC1)OC)=O